N-[4-fluoro-2-[rac-(3R)-3,4-dimethylpiperazin-1-yl]-5-[2-[rac-(2R)-2-methylmorpholin-4-yl]pyrimidin-5-yl]phenyl]-1-methyl-6-oxo-4-(trifluoromethyl)pyridine-3-carboxamide FC1=CC(=C(C=C1C=1C=NC(=NC1)N1C[C@H](OCC1)C)NC(=O)C1=CN(C(C=C1C(F)(F)F)=O)C)N1C[C@H](N(CC1)C)C |r|